2-(6'-ethyl-2',3'-difluoro-2-methyl-4'-((8-(methylsulfonyl)-3,8-diazabicyclo[3.2.1]octan-3-yl)methyl)-[1,1'-biphenyl]-4-yl)-1,1,1,3,3,3-hexafluoropropan-2-ol C(C)C1=CC(=C(C(=C1C1=C(C=C(C=C1)C(C(F)(F)F)(C(F)(F)F)O)C)F)F)CN1CC2CCC(C1)N2S(=O)(=O)C